CCO E-2-ethanol